triphenylene-2,3,6,7,10,11-hexamine hydrochloride Cl.C1=C(C(=CC=2C3=CC(=C(C=C3C3=CC(=C(C=C3C12)N)N)N)N)N)N